tert-butyl (2-(2,2-difluoro-5-(2-hydroxyethyl)benzo[d][1,3]dioxol-4-yl)-2-hydroxy-ethyl)(methyl)carbamate FC1(OC2=C(O1)C=CC(=C2C(CN(C(OC(C)(C)C)=O)C)O)CCO)F